tert-Butyl (6aR)-4-chloro-3-(2-fluoro-6-hydroxyphenyl)-12-oxo-1-(2-azaspiro[4.4]nonan-2-yl)-6a,7,9,10-tetrahydro-6H-pyrazino[2,1-c]pyrido[3,4-f][1,4]oxazepine-8(12H)-carboxylate ClC1=C(N=C(C=2C(N3[C@@H](COC21)CN(CC3)C(=O)OC(C)(C)C)=O)N3CC2(CC3)CCCC2)C2=C(C=CC=C2O)F